N-(2-(tributylstannyl)pyridin-4-yl)acetamide C(CCC)[Sn](C1=NC=CC(=C1)NC(C)=O)(CCCC)CCCC